3-methyl-5-(N-(4-(4-acetylpiperazin-1-yl)phenyl)-N-phenethylsulfamoyl)benzofuran-2-carboxylic acid ethyl ester C(C)OC(=O)C=1OC2=C(C1C)C=C(C=C2)S(N(CCC2=CC=CC=C2)C2=CC=C(C=C2)N2CCN(CC2)C(C)=O)(=O)=O